((1s,3s)-3-hydroxy-3-methylcyclobutyl)(7-(1-isopropyl-1H-pyrrolo[2,3-b]pyridin-6-yl)-2-azaspiro[3.5]non-2-yl)methanone OC1(CC(C1)C(=O)N1CC2(C1)CCC(CC2)C2=CC=C1C(=N2)N(C=C1)C(C)C)C